1-[(2S)-4-benzyl-2-methyl-3-oxo-2H-1,4-benzoxazin-7-yl]-3-tert-butylurea C(C1=CC=CC=C1)N1C([C@@H](OC2=C1C=CC(=C2)NC(=O)NC(C)(C)C)C)=O